2-(2-amino-6-(propylamino)-9H-purin-9-yl)-N-(1-ethyl-3-methyl-1H-pyrazol-5-yl)carboxamide NC1=NC(=C2N=CN(C2=N1)N1N(C(=CC1C)NC=O)CC)NCCC